COC(C(C1CC1)N(C)C1=NC(=NC(=C1[N+](=O)[O-])C)Cl)=O 2-((2-chloro-6-methyl-5-nitropyrimidin-4-yl)(methyl)amino)-2-cyclopropylacetic acid methyl ester